(3aS,7aS)-3a-(3,4-dimethoxyphenyl)-1-methyloctahydro-6H-indol-6-one COC=1C=C(C=CC1OC)[C@@]12CCN([C@H]2CC(CC1)=O)C